C(C1=CC=CC=C1)OC(NC1=C(C=C(C=C1F)Br)F)=O.ClC=1C=C(CNC2=NC(=NC3=CC=C(C=C23)C=2C(=NOC2C)C)C(=O)NC=2C=NC=C(C2)F)C=CC1 4-((3-chlorobenzyl)amino)-6-(3,5-dimethyl-isoxazol-4-yl)-N-(5-fluoropyridin-3-yl)quinazoline-2-carboxamide Benzyl-N-(4-bromo-2,6-difluoro-phenyl)carbamate